COC1=CN=CC(=N1)[C@H]1N(OCC1)C(=O)[C@@H]1CC[C@H](CC1)CN1N=CC2=CC=C(C=C12)C#N trans-1-[[4-[(3S)-3-(6-methoxypyrazin-2-yl)isoxazolidine-2-carbonyl]cyclohexyl]methyl]indazole-6-carbonitrile